1,3-Bis-(2,4-diamino-phenoxy)-propane 4HCl Cl.Cl.Cl.Cl.NC1=C(OCCCOC2=C(C=C(C=C2)N)N)C=CC(=C1)N